5-fluoro-2-(1-(3-(7-fluoro-5-methyl-1-oxo-1,2-dihydroisoquinolin-3-yl)propanoyl)-1,2,3,6-tetrahydropyridin-4-yl)benzonitrile FC=1C=CC(=C(C#N)C1)C=1CCN(CC1)C(CCC=1NC(C2=CC(=CC(=C2C1)C)F)=O)=O